N-(7-chloro-6-(1-(4-hydroxy-3-methyltetrahydrofuran-3-yl)piperidin-4-yl)isoquinolin-3-yl)-2-methyl-3-(pyridin-2-yl)cyclopropane-1-carboxamide ClC1=C(C=C2C=C(N=CC2=C1)NC(=O)C1C(C1C1=NC=CC=C1)C)C1CCN(CC1)C1(COCC1O)C